C(C)(C)C1=NN(C(C=2N1C1=C(C2)C=CS1)=O)CC(=O)NC1CN(CCC1)C 2-(8-isopropyl-5-oxothieno[3',2':4,5]pyrrolo[1,2-d][1,2,4]triazin-6(5H)-yl)-N-(1-methylpiperidin-3-yl)acetamide